BrC1=C(C=C2C(CCC2=C1)=C=O)C#N 6-bromo-3-carbonyl-2,3-Dihydro-1H-indene-5-carbonitrile